C1CCCC2C(C3=CC=CC=C3C(C12)=O)=O 1,2,3,4,4a,9a-hexahydroanthraquinone